11-methoxy-4,8-dimethylundec-4-enal COCCCC(CCC=C(CCC=O)C)C